7-Bromo-6-chloro-1-(2-isopropyl-6-methylphenyl)quinazoline-2,4(1H,3H)-dione BrC1=C(C=C2C(NC(N(C2=C1)C1=C(C=CC=C1C)C(C)C)=O)=O)Cl